3,6-dichloro-N-(5-cyano-2-(4-(2,4-difluorophenoxy)piperidin-1-yl)phenyl)-2-methoxybenzamide ClC=1C(=C(C(=O)NC2=C(C=CC(=C2)C#N)N2CCC(CC2)OC2=C(C=C(C=C2)F)F)C(=CC1)Cl)OC